ClC1=CC=C(N=N1)N1C[C@@H](O[C@H](C1)C)C |o1:9,11| (rel)-(2S,6S)-4-(6-Chloro-pyridazin-3-yl)-2,6-dimethyl-morpholine